[Se].[Au].[Ag] silver-gold-selenium